N-(3-(Tert-butoxy)-1-oxo-1-((4-(((S)-2-oxo-4-(trifluoromethyl)imidazolidin-1-yl)methyl)pyridin-2-yl)amino)propan-2-yl)-1-methyl-1H-pyrazole-5-carboxamide C(C)(C)(C)OCC(C(NC1=NC=CC(=C1)CN1C(N[C@@H](C1)C(F)(F)F)=O)=O)NC(=O)C1=CC=NN1C